(2-((1r,2r)-2-(methoxymethyl)cyclohexyl)quinolin-6-yl)methanol COC[C@H]1[C@@H](CCCC1)C1=NC2=CC=C(C=C2C=C1)CO